FC(C(=O)O)(F)F.N1C(=NC2=C1C=CC=C2)C(N2C=NC1=CC=C(C(=C1C2=O)F)C2=CC=C(C=C2)C2CCN(CC2)C)C2=CC(=CC=C2)F 3-((1H-Benzo[d]imidazol-2-yl)(3-fluorophenyl)methyl)-5-fluoro-6-(4-(1-methylpiperidin-4-yl)phenyl)-quinazolin-4(3H)-one 2,2,2-trifluoroacetate